NC1=NC(=CC(=N1)N1CCC2(CCOC(N2C2=CC(=C(C=C2)F)F)=O)CC1)O[C@@H](C(F)(F)F)C |r| racemic-9-(2-amino-6-((1,1,1-trifluoropropan-2-yl)oxy)pyrimidin-4-yl)-1-(3,4-difluorophenyl)-3-oxa-1,9-diazaspiro[5.5]undecan-2-one